NC1=C(C=2N(C(=N1)N1CCC3(CC1)C(C1=CC=CC=C1C3)N)C=CN2)SC2=C(C(=NC=C2)N)Cl 1'-(7-amino-8-((2-amino-3-chloropyridin-4-yl)thio)imidazo[1,2-c]Pyrimidin-5-yl)-1,3-dihydrospiro[indene-2,4'-piperidine]-1-amine